FC1=CC=C(C=C1)N1N=C(C=2C1=NC(=NC2)C(=O)NC)OCC(C)C 1-(4-fluorophenyl)-3-isobutoxy-N-methyl-1H-pyrazolo[3,4-d]pyrimidine-6-carboxamide